THIOPHENEACETIC ACID C1=CSC(=C1)CC(=O)O